C(C)C(CCCCC)OC(=S)[S-].[K+] potassium ethyl-hexylxanthate